N-((1R,2R,4S)-7-cyano-7-azabicyclo[2.2.1]heptan-2-yl)-4-methyl-1-(4-methyl-2-pyrimidinyl)-1H-indole-5-carboxamide C(#N)N1[C@H]2[C@@H](C[C@@H]1CC2)NC(=O)C=2C(=C1C=CN(C1=CC2)C2=NC=CC(=N2)C)C